2-(2-fluoro-4-isopropyl-3,5-dimethoxyphenyl)-4H-benzopyran-4-one-5-d FC1=C(C=C(C(=C1OC)C(C)C)OC)C=1OC=2C(C(C1)=O)=C(C=CC2)[2H]